4-[3-Amino-2-[3-(4-propan-2-ylphenyl)prop-2-enoyl]phenyl]sulfanylbutanoic acid NC=1C(=C(C=CC1)SCCCC(=O)O)C(C=CC1=CC=C(C=C1)C(C)C)=O